C=CCCCCC=CCC dec-1,7-dien